FC1=C(OC2=CC=C(C=C2)C2=NN(C3=C2C=NC=C3)[C@H]3CN(CCC3)C(C=C)=O)C=CC=C1C (R)-1-(3-(3-(4-(2-fluoro-3-methylphenoxy)phenyl)-1H-pyrazolo[4,3-c]pyridin-1-yl)piperidin-1-yl)prop-2-en-1-one